(R)-5-(tert-butyl)-N-(2-(3-hydroxycyclobutyl)-8-(2-((1-methyl-1H-pyrazol-4-yl)amino)pyrimidin-4-yl)-2,3,4,5-tetrahydro-1H-benzo[c]azepin-5-yl)-1,3,4-oxadiazole-2-carboxamide C(C)(C)(C)C1=NN=C(O1)C(=O)N[C@H]1C2=C(CN(CC1)C1CC(C1)O)C=C(C=C2)C2=NC(=NC=C2)NC=2C=NN(C2)C